C1(CC1)[C@H](C)C=1C(=C2CCCC2=CC1)NC(=O)N=S(=O)(C1=CN=C(S1)C(C)(C)O)NC(OC(C)(C)C)=O Tert-butyl (N-((5-((S)-1-cyclopropylethyl)-2,3-dihydro-1H-inden-4-yl)carbamoyl)-2-(2-hydroxypropan-2-yl)thiazole-5-sulfonimidoyl)carbamate